N4-(8-methylcinnolin-4-yl)-N2-(3-morpholinophenyl)pyridine-2,4-diamine CC=1C=CC=C2C(=CN=NC12)NC1=CC(=NC=C1)NC1=CC(=CC=C1)N1CCOCC1